Methyl para-hydroxybenzoat OC1=CC=C(C(=O)OC)C=C1